2-methyl-N-(4-(4,4,5,5-tetramethyl-1,3,2-dioxaborolan-2-yl)tetrahydro-2H-pyran-4-yl)propane-2-sulfinamide CC(C)(C)S(=O)NC1(CCOCC1)B1OC(C(O1)(C)C)(C)C